NC1=NC2=CC(=CC=C2C=C1)O[C@H]1CC[C@]2([C@@H]1O[C@H]([C@@H]2O)N2C=CC1=C2N=CN=C1C)O (2R,3R,3aS,6S,6aR)-6-((2-aminoquinolin-7-yl)oxy)-2-(4-methyl-7H-pyrrolo[2,3-d]pyrimidin-7-yl)hexahydro-2H-cyclopenta[b]furan-3,3a-diol